N-(tert-Butoxycarbonyl)-O-(3-methylbut-2-en-1-yl)-L-serine C(C)(C)(C)OC(=O)N[C@@H](COCC=C(C)C)C(=O)O